3-benzyl 8-(tert-butyl) (1S,2S,5R)-2-(prop-1-en-2-yl)-3,8-diazabicyclo[3.2.1]octane-3,8-dicarboxylate C=C(C)[C@H]1[C@@H]2CC[C@H](CN1C(=O)OCC1=CC=CC=C1)N2C(=O)OC(C)(C)C